(9S)-9-ethyl-5-fluoro-9-hydroxy-1-(2-hydroxyethoxy)-4-methyl-1,2,3,9,12,15-hexahydro-10H,13H-benzo[de]pyrano[3',4':6,7]indolizino[1,2-b]quinoline-10,13-dione C(C)[C@]1(C(OCC=2C(N3CC=4C(=NC=5C=C(C(=C6C5C4C(CC6)OCCO)C)F)C3=CC21)=O)=O)O